3,6-dimethylpyrazine CC=1C=NC(=CN1)C